5-methyl-4-oxo-3,4-dihydropyrido[2,3-d]pyrimidine-7-carbonitrile CC1=CC(=NC=2N=CNC(C21)=O)C#N